(E)-(3-chlorobuta-1,3-dien-1-yl)benzene ClC(/C=C/C1=CC=CC=C1)=C